FC=1C(=NC=C(C1)OC)B(O)O 3-FLUORO-5-METHOXYPYRIDINE-2-BORONIC ACID